C(=C)OCCC#N 3-(vinyloxy)propanenitrile